BrC=1C=C(C=NC1)C(CC#N)C=1SC(=CN1)C=1C2=C(N=CN1)NC=C2 3-(5-bromopyridin-3-yl)-3-[5-(7H-pyrrolo[2,3-d]pyrimidin-4-yl)-1,3-thiazol-2-yl]propanenitrile